3-bromo-N-isopentyl-2-methylbenzamide BrC=1C(=C(C(=O)NCCC(C)C)C=CC1)C